N1CCC(CC1)C(=O)OC methyl 4-piperidcarboxylate